C(#N)C1=CC=CC=2C=3N(C(=NC12)N[C@H]1C(NCCN(C1)C(=O)OCC1=CC=CC=C1)=O)N=C(N3)C=3C=NN(C3)C(C)C benzyl (6R)-6-({7-cyano-2-[1-(propan-2-yl)-1H-pyrazol-4-yl][1,2,4]triazolo[1,5-c]quinazolin-5-yl}amino)-5-oxo-1,4-diazepane-1-carboxylate